tert-butyl (3R,4S)-3-fluoro-4-(2-fluoro-4,5-dinitro-anilino)pyrrolidine-1-carboxylate F[C@@H]1CN(C[C@@H]1NC1=C(C=C(C(=C1)[N+](=O)[O-])[N+](=O)[O-])F)C(=O)OC(C)(C)C